5-((4-(4-methylthiazol-5-yl)benzyl)carbamoyl)pyrrolidin-3-yl 69-methyl-2,5,8,11,14,17,20,23,26,29,32,35,38,41,44,47,50,53,56,59,62,65,68-tricosaoxahenheptacontan-71-oate CC(OCCOCCOCCOCCOCCOCCOCCOCCOCCOCCOCCOCCOCCOCCOCCOCCOCCOCCOCCOCCOCCOCCOC)CC(=O)OC1CNC(C1)C(NCC1=CC=C(C=C1)C1=C(N=CS1)C)=O